2,3,4-Tribenzyloxy-1-(iodomethyl)-6,8-dioxabicyclo[3.2.1]Octane C(C1=CC=CC=C1)OC1C2(COC(C(C1OCC1=CC=CC=C1)OCC1=CC=CC=C1)O2)CI